(2S)-2-amino-3,3-dimethylbutane N[C@@H](C)C(C)(C)C